C(C)(=O)C1=CN(C2=C(C=C(C=C12)C=1C=NC(=NC1)CO)C)CC(=O)N1[C@@H]2C[C@@]2(C[C@H]1C(=O)NC1=NC(=CN=C1)Br)C (1R,3S,5R)-2-(2-(3-acetyl-5-(2-(hydroxymethyl)pyrimidin-5-yl)-7-methyl-1H-indol-1-yl)acetyl)-N-(6-bromopyrazin-2-yl)-5-methyl-2-azabicyclo[3.1.0]hexane-3-carboxamide